C(=O)O.N[C@H](CC1=C(C2=NC(=CC(=C2S1)NCC=1SC=CC1)C#N)C)C 2-[(2S)-2-aminopropyl]-3-methyl-7-{[(thiophen-2-yl)methyl]amino}thieno[3,2-b]pyridine-5-carbonitrile formate salt